C(C)C(C(C)O)=C=C 3-ethyl-3,4-pentadien-2-ol